C(C1=CC=CC=C1)NC1=C2N=CN(C2=NC(=N1)C1=CC=CC=C1)[C@H]1[C@@H]([C@@H]([C@H](O1)C(=O)NC)O)O (2S,3S,4R,5R)-5-(6-(benzylamino)-2-phenyl-9H-purin-9-yl)-3,4-dihydroxyl-N-methyltetrahydrofuran-2-carboxamide